1-(2-(2-benzyl-4-methylphenoxy)ethyl)-4-methylpiperazine sulfate S(=O)(=O)(O)O.C(C1=CC=CC=C1)C1=C(OCCN2CCN(CC2)C)C=CC(=C1)C